C(C)(C)(C)OC(=O)N1CC(C1)S(=O)(=O)C=1C=NC(=CC1)C#N.ClC=1C=C2C3=C(NC2=CC1)CN(CC3)CC(=O)C3=CC(=CC(=C3)Cl)Cl 2-(6-chloro-3,4-dihydro-1H-pyrido[3,4-b]indol-2(9H)-yl)-1-(3,5-dichlorophenyl)ethanone tert-Butyl-3-((6-cyanopyridin-3-yl)sulfonyl)azetidine-1-carboxylate